C(C)OC(=O)C=1C=NC2=CC(=CC=C2C1Cl)OC([2H])([2H])[2H].NC1=C(C=CC=C1)N=NC1=C(C(=CC(=C1)C)C(C)(C)C)O 2-amino-2'-hydroxy-3'-tert-butyl-5'-methyl-azobenzene ethyl-4-chloro-7-methoxy-d3-quinoline-3-carboxylate